SCC(CCC)=O mercaptopentanone